O=C1CC(CN1)C(=O)NCC1=CC=C(C=C1)NC1=CC=C(C=C1)C(C)(C)CC 5-Oxo-N-(4-((4-(tert-amyl)phenyl)amino)benzyl)pyrrolidine-3-carboxamide